(S)-N1-(1-hydroxy-3-phenylpropan-2-yl)-N2-(4-(1-methyl-1H-imidazole-2-carbonyl)phenyl)oxalamide OC[C@H](CC1=CC=CC=C1)NC(C(=O)NC1=CC=C(C=C1)C(=O)C=1N(C=CN1)C)=O